CCCCCCC/C=C\CCCCCCCC(=O)O[C@H](COC(=O)CCCCCC/C=C\C/C=C\C/C=C\CCCCC)COP(=O)([O-])OCC[N+](C)(C)C 1-(8Z,11Z,14Z-eicosatrienoyl)-2-(9Z-heptadecenoyl)-glycero-3-phosphocholine